BrC=1C=C(C(=NC1)N)O[C@H](C)C1=C(C=CC=C1F)F 5-bromo-3-[(1R)-1-(2,6-difluorophenyl)ethoxy]pyridin-2-amine